(4-aminobutyl)-3-aminopropanesulfonic acid NCCCCC(CCN)S(=O)(=O)O